C(C1=CC=CC=C1)N1CC(C(C1)(F)F)C(=O)OCC ethyl 1-benzyl-4,4-difluoropyrrolidine-3-carboxylate